BrC1=CC(=NC=C1)C1(CCCC1)C#N 1-(4-bromo-2-pyridyl)cyclopentanecarbonitrile